di-tert-butyl 2,3-dioxosuccinate O=C(C(=O)OC(C)(C)C)C(C(=O)OC(C)(C)C)=O